racemic-1-methoxybutan-2-amine COC[C@@H](CC)N |r|